1,3-naphthoquinone C1(CC(CC2=CC=CC=C12)=O)=O